2-((4-chlorophenyl)sulfonyl)-N-(4-methyl-3-(pyridin-4-yl)-1H-pyrazol-5-yl)acetamide ClC1=CC=C(C=C1)S(=O)(=O)CC(=O)NC1=C(C(=NN1)C1=CC=NC=C1)C